6-(6-Chloro-3-ethylsulfanyl-2-pyridyl)-7-methyl-3-(trifluoromethyl)imidazo[4,5-c]pyridazine ClC1=CC=C(C(=N1)C1=NC2=C(N=NC(=C2)C(F)(F)F)N1C)SCC